N,N'-((ethane-1,1-diylbis(oxy))bis(ethane-2,1-diyl))diacrylamide C(C)(OCCNC(C=C)=O)OCCNC(C=C)=O